1-(2-fluorophenyl)-5-methyl-2-oxo-2,3-dihydro-1H-imidazole-4-carboxamide FC1=C(C=CC=C1)N1C(NC(=C1C)C(=O)N)=O